COC1=C(C=CC=C1C=C)O 2-Methoxy-3-vinylphenol